5-(2-ethoxy-3-pyridinyl)-1-isopropyl-3-methyl-N-[(4-methyl-1,2,4-triazol-3-yl)methyl]Pyrazolo[4,3-b]Pyridin-7-amine C(C)OC1=NC=CC=C1C1=CC(=C2C(=N1)C(=NN2C(C)C)C)NCC2=NN=CN2C